2-[2-(cis-3,5-dimethylpiperazino)pyridin-5-yl]-5-methyl-N4-(2-oxo-2,3-dihydro-1,3-benzooxazol-5-yl)-2,4-pyrimidinediamine C[C@@H]1CN(C[C@@H](N1)C)C1=NC=C(C=C1)C1(NC=C(C(=N1)NC=1C=CC2=C(NC(O2)=O)C1)C)N